FC1=CC=CC=2N=C(SC21)[C@H]2N(CCC1=C2N=CN1)C(=O)C=1SC=NN1 (S)-(4-(7-fluorobenzo[d]thiazol-2-yl)-6,7-dihydro-1H-imidazo[4,5-c]pyridin-5(4H)-yl)(1,3,4-thiadiazol-2-yl)methanone